FC1C(C1)C(=O)NC=1N=CC2=CC(=NC=C2C1)C=1C=NC(=CC1C)[C@](CCC)([2H])O 2-fluoro-N-(7-(6-((R)-1-hydroxybutyl-1-d)-4-methylpyridin-3-yl)-2,6-naphthyridin-3-yl)cyclopropane-1-carboxamide